6-(2-methyl-8-(trifluoromethyl)imidazo[1,2-a]pyridin-6-yl)-2-(piperazin-1-yl)thiazolo[5,4-d]pyrimidin-7(6H)-one CC=1N=C2N(C=C(C=C2C(F)(F)F)N2C=NC3=C(C2=O)N=C(S3)N3CCNCC3)C1